COC1=CC=C(C=C1)C(OC[C@@]1(COC[C@@H](O1)N1C(NC(C(=C1)C)=O)=O)CO[Si](C(C)C)(C(C)C)C(C)C)(C1=CC=CC=C1)C1=CC=C(C=C1)OC 1-[(2R,6S)-6-[[bis(4-methoxyphenyl)-phenyl-methoxy]methyl]-6-(triisopropylsilyloxy-methyl)-1,4-dioxan-2-yl]-5-methyl-pyrimidine-2,4-dione